2-(((R)-1-(2-((R)-3,3-difluoro-2-methylazetidin-1-yl)-3,7-dimethyl-4-oxo-4H-pyrido[1,2-a]pyrimidin-9-yl)ethyl)amino)benzoic acid FC1([C@H](N(C1)C=1N=C2N(C(C1C)=O)C=C(C=C2[C@@H](C)NC2=C(C(=O)O)C=CC=C2)C)C)F